(3-((1S,3S)-3-(Pyrimidin-5-yl)cyclohexyl)-1,2,3-oxadiazol-3-ium-5-yl)((2-(trifluoromethyl)pyridin-4-yl)carbamoyl)amide N1=CN=CC(=C1)[C@@H]1C[C@H](CCC1)[N+]1=NOC(=C1)[N-]C(NC1=CC(=NC=C1)C(F)(F)F)=O